N-dodecylpiperidinium triflate [O-]S(=O)(=O)C(F)(F)F.C(CCCCCCCCCCC)[NH+]1CCCCC1